4-AMINO-1H-PYRROLO[2,3-C]PYRIDINE-3-CARBALDEHYDE NC1=C2C(=CN=C1)NC=C2C=O